3-[[2-[6-(3-cyclopropyl-1H-1,2,4-triazol-5-yl)-2-azaspiro[3.3]heptane-2-carbonyl]-2,6-diazaspiro[3.3]heptan-6-yl]methyl]-2-pyridone C1(CC1)C1=NNC(=N1)C1CC2(CN(C2)C(=O)N2CC3(C2)CN(C3)CC=3C(NC=CC3)=O)C1